C1(=CC=CC=C1)NC1=CC(C(C=C1)=O)=O 4-phenylamino-1,2-benzoquinone